BrC1=C(OC2=NC(=NC(=N2)OC2=C(C=CC=C2)Br)OC2=C(C=CC=C2)Br)C=CC=C1 2,4,6-tris(bromophenoxy)-1,3,5-triazine